indole-2-carboaldehyde N1C(=CC2=CC=CC=C12)C=O